COC1=CC=C(C=C1)CNC1=NC(=NN1C)C1=CC=C(C=O)C=C1 4-[5-[(4-methoxyphenyl)methylamino]-1-methyl-1,2,4-triazol-3-yl]benzaldehyde